N-(1-cyanopentyl)-4-(trifluoromethyl)benzenesulfonamide C(#N)C(CCCC)NS(=O)(=O)C1=CC=C(C=C1)C(F)(F)F